(4-amino-7-(1-ethyl-1H-pyrazol-5-yl)-2-(pyridin-2-ylmethyl)pyrazolo[1,5-a]pyrazin-6-yl)benzonitrile NC=1C=2N(C(=C(N1)C1=C(C#N)C=CC=C1)C1=CC=NN1CC)N=C(C2)CC2=NC=CC=C2